C1(=CC=CC2=CC=CC=C12)C(=O)N1CCN(CC1)C(C(CCCCNC(C=C)=O)NC(OCCCC)=O)=O Butyl (1-(4-(1-naphthoyl)piperazin-1-yl)-6-acrylamido-1-oxohexan-2-yl)carbamate